(R)-N-(cyclobutylmethyl)-1-(5-((4-(6-methoxy-1H-indazol-4-yl)-1H-1,2,3-triazol-1-yl)methyl)pyridin-2-yl)piperidin-3-amine C1(CCC1)CN[C@H]1CN(CCC1)C1=NC=C(C=C1)CN1N=NC(=C1)C1=C2C=NNC2=CC(=C1)OC